BrCCOCCO[Si](C)(C)C(C)(C)C (2-(2-bromoethoxy)ethoxy)(tert-butyl)dimethylsilane